[3-[3-(2,3-dichlorophenyl)-1H-pyrazolo[3,4-b]pyrazin-6-yl]-7-(4-methyl-1,3-thiazol-2-yl)-3-azabicyclo[4.1.0]heptan-7-yl]methanamine ClC1=C(C=CC=C1Cl)C1=NNC2=NC(=CN=C21)N2CC1C(C1CC2)(C=2SC=C(N2)C)CN